(S)-7-(1-(4-amino-3-(3-fluoro-4-isopropoxyphenyl)-1H-pyrazolo[3,4-d]pyrimidin-1-yl)propyl)-3-methyl-6-phenyl-5H-thiazolo[3,2-a]pyridin-5-one NC1=C2C(=NC=N1)N(N=C2C2=CC(=C(C=C2)OC(C)C)F)[C@@H](CC)C=2C=C1N(C(C2C2=CC=CC=C2)=O)C(=CS1)C